methyl γ-mercapto-β-methanesulfonylbutyrate SCC(CC(=O)OC)S(=O)(=O)C